FC(C1=CC2=CC(=CC=C2C=C1)C(N[C@H]1CCCC[C@@H]2N(C1=O)[C@@H](CC2)C(=O)N2CC(CC2)C2=CC(NC=C2)=O)=O)(F)P(O)(O)=O (difluoro(7-(((3S,6S,10aS)-5-oxo-3-(3-(2-oxo-1,2-dihydropyridin-4-yl)pyrrolidine-1-carbonyl)decahydropyrrolo[1,2-a]azocin-6-yl)carbamoyl)naphthalen-2-yl)methyl)phosphonic acid